CC(C=C)=CCC=C(CCC=C(CCC=C(C)C)C)C 3,7,11,15-tetramethylhexadeca-1,3,6,10,14-pentaene